N1C=CC2=CC(=CC=C12)N[C@@H](C)C(=O)O (1H-5-indolyl)alanine